((1R,2R)-2-(dimethylamino)-1-(4-nitrophenyl)-3-(tert-butyldiphenylsiloxy)propyl)-4-vinylbenzenesulfonamide CN([C@H]([C@H](C1=CC=C(C=C1)[N+](=O)[O-])C1=C(C=CC(=C1)C=C)S(=O)(=O)N)CO[Si](C1=CC=CC=C1)(C1=CC=CC=C1)C(C)(C)C)C